O1C(CSCC1=O)=O 1,4-oxathiane-2,6-dione